6-fluoro-7-{3-[(5-methyl-1-propyl-1H-pyrazol-3-yl)carbamoyl]azetidin-1-yl}-4-oxo-1,4-dihydro-1,8-naphthyridine-3-carboxylic acid FC=1C=C2C(C(=CNC2=NC1N1CC(C1)C(NC1=NN(C(=C1)C)CCC)=O)C(=O)O)=O